(2S)-2-[tert-butoxycarbonyl(methyl)amino]-3-cyclohexyl-propanoic acid C(C)(C)(C)OC(=O)N([C@H](C(=O)O)CC1CCCCC1)C